1-tert-butoxycarbonyl-4-hydroxy-piperidine-4-carboxylic acid C(C)(C)(C)OC(=O)N1CCC(CC1)(C(=O)O)O